O1C=NC2=C1C(=CC=C2)C2=CN(C=1N=CN=C(C12)N)CC=1N=NN(C1)C1=C(C=CC=C1)F 5-(1,3-Benzoxazol-7-yl)-7-{[1-(2-fluorophenyl)-1H-1,2,3-triazol-4-yl]methyl}-7H-pyrrolo[2,3-d]pyrimidin-4-amine